bis(3-(azetidin-1-yl)phenyl)dimethylgermane N1(CCC1)C=1C=C(C=CC1)[Ge](C)(C)C1=CC(=CC=C1)N1CCC1